C1(=C(C=CC=C1)N(C1=CC=2C3(C4=CC=CC=C4C2C=C1)C1=CC=CC=C1C=1C=CC=CC13)C1=CC=3C2(C4=CC=CC=C4C3C=C1)C1=CC=CC=C1C=1C=CC=CC12)C1=CC=CC=C1 biphenyl-2-ylbis(9,9'-spirobi[9H-fluoren]-2-yl)amine